C(C)(C)(C)C=1C=C(C=C(C1O)C(C)(C)C)CCC(=O)OCCN1C(CC(CC1(C)C)OC(CCC1=CC(=C(C(=C1)C(C)(C)C)O)C(C)(C)C)=O)(C)C 1-[2-{3-(3,5-di-t-butyl-4-hydroxyphenyl)propionyloxy}ethyl]-4-{3-(3,5-di-t-butyl-4-hydroxyphenyl)propionyloxy}-2,2,6,6-tetramethylpiperidine